FC=1C=C2C(N(C=3N(C2=CC1)C(NN3)=S)CCCNC(CCOCCOCCOCCNC(OC(C)(C)C)=O)=O)=O tert-butyl (16-(7-fluoro-5-oxo-1-thioxo-1,2-dihydro-[1,2,4]triazolo[4,3-a]quinazolin-4(5H)-yl)-12-oxo-3,6,9-trioxa-13-azahexadecyl)carbamate